6-(3-hydroxypropyl)amino-1,3-dimethyl-uracil OCCCNC1=CC(N(C(N1C)=O)C)=O